FC1=C(OCCOCCNCC(=O)OC(C)(C)C)C(=CC=C1F)C=1N=C(SC1)N1CCOCC1 tert-butyl (2-(2-(2,3-difluoro-6-(2-morpholinothiazol-4-yl)phenoxy)ethoxy)ethyl)glycinate